ethyl 5-ethyl-1-(pyridin-3-yl)-1H-pyrazole-4-carboxylate C(C)C1=C(C=NN1C=1C=NC=CC1)C(=O)OCC